4,6-dichloro-5-nitro-pyrimidine ClC1=NC=NC(=C1[N+](=O)[O-])Cl